OC1=CC=C(C=C1)C(C1=C(C(=O)O)C=CC=C1)C1=CC=C(C=C1)O 2-(bis[4-hydroxyphenyl]methyl)benzoic acid